Methyl (2S)-3-{[5-bromo-1-(4-chlorophenyl)-2-[(5-chloropyridin-2-yl)methyl]-3-oxo-2,3-dihydro-1H-isoindol-1-yl]oxy}-2-methylpropanoate BrC=1C=C2C(N(C(C2=CC1)(C1=CC=C(C=C1)Cl)OC[C@@H](C(=O)OC)C)CC1=NC=C(C=C1)Cl)=O